bis(N,N'-diisopropylpentylamidino)manganese (II) C(C)(C)N(C(=NC(C)C)[Mn]C(N(C(C)C)CCCCC)=NC(C)C)CCCCC